FC=1C=C(C=CC1F)N1C(N([C@H](C1)C#N)C1=CN=CC2=CC=CC=C12)=O (R)-1-(3,4-difluorophenyl)-3-(isoquinolin-4-yl)-2-oxoimidazoline-4-carbonitrile